C(C=CCCC)(=O)NCl (±)-hexenoylchloroamine